4-[10-(5-[4-[(dimethylamino)methyl]-3,5-dimethoxyphenyl]-7-methyl-8-oxo-2,7-naphthyridin-3-yl)-4,7-dioxa-1,10-diazaundec-1-yl]-2-(2,6-dioxopiperidin-3-yl)isoindole-1,3-dione CN(C)CC1=C(C=C(C=C1OC)C=1C=2C=C(N=CC2C(N(C1)C)=O)N(CCOCCOCCNC1=C2C(N(C(C2=CC=C1)=O)C1C(NC(CC1)=O)=O)=O)C)OC